7-HYDROXYQUINOLINE-6-BORONIC ACID OC1=C(C=C2C=CC=NC2=C1)B(O)O